2-Thiophenemethanol S1C(=CC=C1)CO